2-(2-((5-(3-(aminomethyl)phenyl)-2-methylbenzofuran-3-yl)methoxy)-4-fluorophenyl)acetic acid NCC=1C=C(C=CC1)C=1C=CC2=C(C(=C(O2)C)COC2=C(C=CC(=C2)F)CC(=O)O)C1